COC1=C(C(=C(C(=C1C)OC)[N+](=O)[O-])C1=CC=CC=C1)O 3,5-dimethoxy-4-methyl-6-nitrobiphenyl-2-ol